Cl.FC1=C(C=C(OC2CC(C2)NCC2=C3C=CN=CC3=C(C=C2)N)C=C1)C(F)(F)F 5-((((1r,3r)-3-(4-fluoro-3-(trifluoromethyl)phenoxy)cyclobutyl)amino)methyl)isoquinolin-8-amine hydrochloride